4-(3,5-difluorophenyl)-N-[3-methoxy-4-(3-methyl-1,2,4-triazol-1-yl)phenyl]-6,7-dihydro-5H-[1,2,4]triazolo[1,5-a]pyrimidin-2-amine FC=1C=C(C=C(C1)F)N1C=2N(CCC1)N=C(N2)NC2=CC(=C(C=C2)N2N=C(N=C2)C)OC